1-(4-Ethylpiperazin-2-yl)ethan-1-on C(C)N1CC(NCC1)C(C)=O